[Cl-].C[NH+](C1=CC=C(C=C1)OCCCCCCCCCCCCCCCCCC)CCCCCCCCCCCCCCCCCC N-methyl-N-octadecyl-4-(octadecyloxy)anilinium chloride